C12COCC(CC(C1)=O)C21OCCO1 spiro[1,3-dioxolane-2,9'-3-oxabicyclo[3.3.1]nonane]-7'-one